Cl.CC(C(=O)N1CCNCC1)(C)C 2,2-dimethyl-1-(piperazin-1-yl)propan-1-one hydrochloride